ClCC=1C(=NC=CC1)CS(=O)(=O)NCC [3-(chloromethyl)pyridin-2-yl]-N-ethylmethanesulfonamide